(3-fluoro-4-hydroxypyrrolidin-1-Yl)methanone mesylate S(C)(=O)(=O)O.FC1CN(CC1O)C=O